N-Boc-2-methylalanine C(=O)(OC(C)(C)C)NC(C)(C(=O)O)C